Cl.Cl.C[C@H]1CN(C[C@H](N1)C)C1=CC=C(N=N1)C1=NC=C(C=C1O)C=1C=NNC1 2-{6-[(3S,5R)-3,5-dimethylpiperazin-1-yl]pyridazin-3-yl}-5-(1H-pyrazol-4-yl)pyridin-3-ol dihydrochloride